OC[C@H](C1=CC=CC=C1)NC1=CC(=NC=C1C1=NC2(CO1)CCOCC2)NC2=CC=C1C(=N2)CN(C1=O)CC1=CC=C(C=C1)OC (S)-2-((4-((2-hydroxy-1-phenylethyl)amino)-5-(3,8-dioxa-1-azaspiro[4.5]dec-1-en-2-yl)pyridin-2-yl)amino)-6-(4-methoxybenzyl)-6,7-dihydro-5H-pyrrolo[3,4-b]pyridin-5-one